(3-chloro-4-methoxyphenyl)-N-cyclohexyl-1H-pyrrolo[2,3-b]Pyridin-4-amine ClC=1C=C(C=CC1OC)N1C=CC2=C1N=CC=C2NC2CCCCC2